N1C(=CC=CC=C1)S(=O)(=O)[O-] azepinyl-sulfonate